bisaminotrimethoxysilane NC(O[SiH](OC)OC)N